C(=O)OC[C@@H](OC=O)CO 1,2-diformyl-sn-glycerol